BrC=1C=C2C(C(N(C2=C(C1)F)CC(=O)NCCCC(=O)O)=O)(C)C 4-(2-(5-bromo-7-fluoro-3,3-dimethyl-2-oxoindolin-1-yl)acetamido)butanoic acid